OCC1=CN(C2=CC=C(C=C12)C(C(=O)N)=C)C1=CC=C(C=C1)C(F)(F)F (3-(hydroxymethyl)-1-(4-(trifluoromethyl)phenyl)-1H-indol-5-yl)acrylamide